tert-butyl 6-((5-methyl-3-(trifluoromethyl)imidazo[1,5-a]pyridin-6-yl)oxy)-2-azaspiro[3.3]heptane-2-carboxylate CC1=C(C=CC=2N1C(=NC2)C(F)(F)F)OC2CC1(CN(C1)C(=O)OC(C)(C)C)C2